{methyl-[2-(3-{6-[4-(1-methyl-1H-pyrazol-4-yl)-benzylamino]-pyrimidin-4-yl}-imidazo[1,2-a]pyridin-7-yloxy)-ethyl]-amino}-acetonitrile CN(CCOC1=CC=2N(C=C1)C(=CN2)C2=NC=NC(=C2)NCC2=CC=C(C=C2)C=2C=NN(C2)C)CC#N